2,2-dimethyl-5-(4-fluorophenyl)-pentylamine CC(CN)(CCCC1=CC=C(C=C1)F)C